O1CC(CC1)C(=O)C1=CN(C=2N=CN=C(C21)N[C@H]2CN(CCC2)C(=O)OC(C)(C)C)COCC[Si](C)(C)C tert-butyl (3R)-3-((5-(tetrahydrofuran-3-carbonyl)-7-((2-(trimethylsilyl)ethoxy)methyl)-7H-pyrrolo[2,3-d]pyrimidin-4-yl)amino)piperidine-1-carboxylate